C1(CC1)OC1(CCN(CC1)C(=O)OCC1=CC=CC=C1)CO benzyl 4-cyclopropoxy-4-(hydroxymethyl)piperidine-1-carboxylate